FC1=CC=C(C=C1)[C@@H]([C@@H](C(=O)N(C)C)NC1=CC=CC=C1)C (2S,3S)-3-(4-Fluorophenyl)-N,N-dimethyl-2-(phenylamino)butanamide